9-{[(2,4-difluorophenyl)methyl]carbamoyl}-4-methyl-6,8-dioxo-3,4,6,8,12,12a-hexahydro-2H-pyrido[1',2':4,5]pyrazino[2,1-b][1,3]oxazin-7-olate FC1=C(C=CC(=C1)F)CNC(=O)C=1C(C(=C2N(CC3OCCC(N3C2=O)C)C1)[O-])=O